COC=1C=C2C(=NC=NC2=CC1OC)N1CCC2(CCNC2)CC1 6,7-dimethoxy-4-(2,8-diazaspiro[4.5]dec-8-yl)quinazoline